ClC1=NC=CC(=C1)CCC=O 3-(2-chloro-4-pyridyl)propanal